tert-butyl 9-[3-(2,6-dioxo-3-piperidyl)-1,2-benzoxazol-7-yl]-3,9-diazaspiro[5.5]undecane-3-carboxylate O=C1NC(CCC1C1=NOC2=C1C=CC=C2N2CCC1(CCN(CC1)C(=O)OC(C)(C)C)CC2)=O